C=CC trans-propene